4-(4-bromo-1-methyl-1H-pyrazol-3-yl)pyrimidine BrC=1C(=NN(C1)C)C1=NC=NC=C1